Methyl 5-amino-2-(5-chloro-2-thienyl)benzoate NC=1C=CC(=C(C(=O)OC)C1)C=1SC(=CC1)Cl